(S)-4-(5-chloro-6-oxo-4-(((tetrahydro-2H-pyran-3-yl)methyl)amino)pyridazin-1(6H)-yl)-N-phenylpiperidine-1-sulfonamide ClC1=C(C=NN(C1=O)C1CCN(CC1)S(=O)(=O)NC1=CC=CC=C1)NC[C@H]1COCCC1